methyl (2S)-5-cyano-4-oxo-2-(5-oxo-2,2-diphenyl-5,7-dihydro-2H,6H-[1,3]dioxolo[4,5-f]isoindol-6-yl)-5-(1λ4-thiolan-1-ylidene)pentanoate C(#N)C(C(C[C@@H](C(=O)OC)N1C(C=2C=C3C(=CC2C1)OC(O3)(C3=CC=CC=C3)C3=CC=CC=C3)=O)=O)=S3CCCC3